Cl.Cl.CC(CC(=O)N)C 3-methylbutanamide bishydrochloride salt